2-(bis(2-bromoethyl)amino)-N-methyl-N-(2-morpholinoethyl)-5-nitrobenzenesulfonamide BrCCN(C1=C(C=C(C=C1)[N+](=O)[O-])S(=O)(=O)N(CCN1CCOCC1)C)CCBr